C[C@@H]1N([C@@H](CNC1)C)CC(=O)NC1=CC(=CC=C1)C1C(NC(CC1)=O)=O 2-((2S,6R)-2,6-dimethylpiperazin-1-yl)-N-(3-(2,6-dioxopiperidin-3-yl)phenyl)acetamide